methylenebis(4,4'-diamino-hexane) C(CCCC(CC)(N)N)CCCC(CC)(N)N